N1=C(C=CC=C1)C=1OC=C2C1C=CC=C2 pyridinyl-2-benzofuran